2-Fluoro-N-[6-(1-methyl-piperidine-4-carbonyl)-pyridin-2-yl]-isonicotinamide FC=1C=C(C(=O)NC2=NC(=CC=C2)C(=O)C2CCN(CC2)C)C=CN1